N-[5-tert-butyl-2-(3-methoxyphenyl)pyrazol-3-yl]amine C(C)(C)(C)C=1C=C(N(N1)C1=CC(=CC=C1)OC)N